2-(1-(4-(4-Carboxyphenyl)-1H-pyrazol-1-yl)-2-((1S*,2S*)-2-(3-phenylpyrrolidine-1-carbonyl)cyclopropyl)ethyl)-5-(5-chloro-2-(1H-tetrazol-1-yl)phenyl)pyridine 1-oxide C(=O)(O)C1=CC=C(C=C1)C=1C=NN(C1)C(C[C@H]1[C@H](C1)C(=O)N1CC(CC1)C1=CC=CC=C1)C1=[N+](C=C(C=C1)C1=C(C=CC(=C1)Cl)N1N=NN=C1)[O-] |o1:16,17|